[Cl-].CC(CC[N+](C)(C)C)C 3-methylbutyl-trimethyl-ammonium chloride